N-((1S,3S)-3-(4-(4-(3-cyano-4-methoxypyrazolo[1,5-a]pyridin-6-yl)-1H-pyrazol-1-yl)piperidine-1-carbonyl)cyclopentyl)-ethenesulfonamide C(#N)C=1C=NN2C1C(=CC(=C2)C=2C=NN(C2)C2CCN(CC2)C(=O)[C@@H]2C[C@H](CC2)NS(=O)(=O)C=C)OC